OCC1=CC=C(C=C1)P(C1=CC=CC=C1)(C1=CC=CC=C1)=O (4-(hydroxymethyl)phenyl)diphenylphosphine oxide